C(C)(C)(C)OC(=O)N(C1=C(C(=NN1[C@@H]1CN(CC1)C(=O)OC(C)(C)C)C#C)C(N)=O)CC Tert-butyl (3S)-3-{5-[(tert-butoxycarbonyl)(ethyl)amino]-4-carbamoyl-3-ethynylpyrazol-1-yl}pyrrolidine-1-carboxylate